N-(4-(hydroxymethyl)-1-(4-methoxybenzyl)-3-(pyridazin-4-yl)-1H-pyrazol-5-yl)-3-(3,4,5-trifluorophenyl)propanamide OCC=1C(=NN(C1NC(CCC1=CC(=C(C(=C1)F)F)F)=O)CC1=CC=C(C=C1)OC)C1=CN=NC=C1